5,6-diphenoxy-4,7-bis[5-(2-naphthyl)-2-thienyl]benzo[c]1,2,5-thiadiazole O(C1=CC=CC=C1)C1=C(C=2C(=NSN2)C(=C1OC1=CC=CC=C1)C=1SC(=CC1)C1=CC2=CC=CC=C2C=C1)C=1SC(=CC1)C1=CC2=CC=CC=C2C=C1